R-gamma-heptanolactone C1(C[C@@H](CCCC)O1)=O